NC[C@H](C(=O)O)C1=CC=CC=C1 (R)-3-(amino)-2-phenylpropionic acid